CC1=CC(=NN1C=1C=C2C=CN(C2=CC1)CC1=CC=C(C=C1)C1C[C@@H]2[C@@H](CN(C2)C)C1)C(=O)N 5-Methyl-1-(1-(4-((3aR,6aS)-2-methyloctahydrocyclopenta[c]pyrrol-5-yl)benzyl)-1H-indol-5-yl)-1H-pyrazol-3-carboxamid